6-[2-oxo-8-[[2-(2-aminoethyl)-8-fluoro-6,7-dihydro-5H-cyclopenta[f]benzotriazol-6-yl]methyl]-1-oxa-3,8-diazaspiro[4.5]decan-3-yl]-4H-pyrido[3,2-b][1,4]oxazin-3-one O=C1OC2(CN1C=1C=CC=3OCC(NC3N1)=O)CCN(CC2)CC2CC=1C(=CC=3C(=NN(N3)CCN)C1F)C2